N-(azetidin-3-yl)-4-cyclopropylpicolinamide N1CC(C1)NC(C1=NC=CC(=C1)C1CC1)=O